[4-[6-chloro-3-[[(1R)-1-[2-(4,4-dimethyl-1-piperidyl)-3,6-dimethyl-4-oxo-chromen-8-yl]ethyl]amino]-2-pyridyl]-2-fluoro-phenyl] trifluoromethanesulfonate FC(S(=O)(=O)OC1=C(C=C(C=C1)C1=NC(=CC=C1N[C@H](C)C=1C=C(C=C2C(C(=C(OC12)N1CCC(CC1)(C)C)C)=O)C)Cl)F)(F)F